ClC=1C=C2CC(COC2=CC1)C(=O)C1=CN(C2=CC(=CC=C12)C=1C=NNC1OC)CC1N(CCC1)C (6-Chlorochroman-3-yl)-[6-(5-methoxy-1H-pyrazol-4-yl)-1-[[(1R)-1-methylpyrrolidin-2-yl]methyl]indol-3-yl]methanone